1-[2-(Guanidino)ethyl]-4-[1-(4-methoxyphenoxy)-1-(methyl)-ethyl]-1H-1,2,3-triazole N(C(=N)N)CCN1N=NC(=C1)C(C)(C)OC1=CC=C(C=C1)OC